2-(6-(1,4-dimethyl-1H-1,2,3-triazol-5-yl)-3-fluoro-4-(phenyl-(tetrahydro-2H-pyran-4-yl)methyl)-4H-thieno[2',3':4,5]pyrrolo[3,2-b]pyridin-2-yl)propan-2-ol CN1N=NC(=C1C=1C=C2C(=NC1)C1=C(N2C(C2CCOCC2)C2=CC=CC=C2)C(=C(S1)C(C)(C)O)F)C